BrC=1C=C(C#N)C(=CN1)F 2-bromo-5-fluoroisonicotinonitrile